ClC1=CC=C(C=N1)N[C@@H]1CC[C@H]2CN(C[C@H]21)C(=O)C=2SC(=CC2)C |o1:8,11,15| rel-((3aS,4R,6aR)-4-((6-chloropyridin-3-yl)amino)hexahydrocyclopenta[c]pyrrol-2(1H)-yl)(5-methylthiophene-2-yl)methanone